ClC=1C=C(C=C(C1OCCCO)C)C=1C(CC(NN1)=O)C 6-[3-chloro-4-(3-hydroxypropoxy)-5-methylphenyl]-5-methyl-4,5-dihydro-2H-pyridazin-3-one